ICCCCSC1=C2CN(C(C2=CC=C1)=O)C1C(NC(CC1)=O)=O 3-(4-(4-iodobutylsulfanyl)-1-oxoisoindolin-2-yl)piperidine-2,6-dione